N-(4-(2-((7-amino-2-(furan-2-yl)-[1,2,4]triazolo[1,5-a][1,3,5]triazin-5-yl)amino)ethyl)-phenyl)-1-methylpiperidine-4-carboxamide NC1=NC(=NC=2N1N=C(N2)C=2OC=CC2)NCCC2=CC=C(C=C2)NC(=O)C2CCN(CC2)C